(R)-9-fluoro-2-(1-(1-isopropyl-1H-pyrazol-4-yl)piperidin-3-yl)-8-methoxy-[1,2,4]triazolo[1,5-c]quinazolin-5-amine FC1=CC=2C=3N(C(=NC2C=C1OC)N)N=C(N3)[C@H]3CN(CCC3)C=3C=NN(C3)C(C)C